ethyl 1-ethyl-6-(bromomethyl)-2-oxo-4-(3-phenoxyphenyl)-1,2,3,4-tetrahydropyrimidine-5-carboxylate C(C)N1C(NC(C(=C1CBr)C(=O)OCC)C1=CC(=CC=C1)OC1=CC=CC=C1)=O